P-mentha-1,8-dien-7-ol C1(=CCC(CC1)C(=C)C)CO